N-(1-((R)-2-hydroxy-1-(4-methyl-2-((1S,5R)-2-oxo-3-azabicyclo[3.1.0]hexan-3-yl)pyrimidin-5-yl)ethyl)-1H-pyrazol-4-yl)pyrazine-2-carboxamide OC[C@@H](C=1C(=NC(=NC1)N1C([C@H]2C[C@H]2C1)=O)C)N1N=CC(=C1)NC(=O)C1=NC=CN=C1